4-[6-(4-aminopiperidin-1-yl)pyrazolo[1,5-a]pyrimidin-3-yl]-N-(pentan-3-yl)thiophene-2-carboxamide hydrochloride Cl.NC1CCN(CC1)C=1C=NC=2N(C1)N=CC2C=2C=C(SC2)C(=O)NC(CC)CC